ClC1=CC=C(C=C1)N1N=CC(C=C1CC)=O 2-(4-Chlorophenyl)-3-ethyl-2,5-dihydro-5-oxopyridazin